Racemic-tert-butyl 2-[4-[1-(2,6-dioxo-3-piperidyl) indolin-4-yl]-1-piperidyl]acetate O=C1NC(CC[C@H]1N1CCC2=C(C=CC=C12)C1CCN(CC1)CC(=O)OC(C)(C)C)=O |r|